C[C@@]12C=CC=C1C1=CC=C3C=CCC[C@@H]3[C@H]1CC2 estrapentaen